C(C)(C)(C)OC(NC1=CC=C2C=NN(C2=C1OC)C1CCOCC1)=O (7-Methoxy-1-(tetrahydro-2H-pyran-4-yl)-1H-indazol-6-yl)carbamic acid tert-butyl ester